COC(=O)C1=CC=C(C=C1)C1CC(CC(C1)(C(=O)O)C)(C)C 5-(4-(methoxycarbonyl)phenyl)-1,3,3-trimethylcyclohexane-1-carboxylic acid